BrC=1C(=NC(=C(N1)SC1=C(C(=CC=C1)Cl)Cl)C)N1CCC2(CCC[C@H]2NC(OC(C)(C)C)=O)CC1 (R)-tert-butyl (8-(3-bromo-5-((2,3-dichlorophenyl)thio)-6-methylpyrazin-2-yl)-8-azaspiro[4.5]decan-1-yl)carbamate